ClC=1C=C(C=CC1)C(OC(=O)N[C@H](C(=O)N[C@H](C(=O)OC)C[C@H]1C(NCC1)=O)CC1CCCCC1)C1(CC1)C1=CC(=CC=C1)Cl Methyl (2S)-2-((2S)-2-((((3-chlorophenyl)(1-(3-chlorophenyl)cyclopropyl) methoxy)carbonyl)amino)-3-cyclohexylpropanamido)-3-((S)-2-oxopyrrolidin-3-yl)propanoate